5-methyl-7-{7-methyl-6-oxo-5-oxa-2,7-diazaspiro[3.4]octane-2-yl}-4-oxo-1-(1,2,4-thiadiazol-5-yl)-1,4-dihydro-1,8-naphthyridine-3-carboxylic acid CC1=C2C(C(=CN(C2=NC(=C1)N1CC2(C1)OC(N(C2)C)=O)C2=NC=NS2)C(=O)O)=O